S(=O)(=O)(ON1[C@@H]2CC[C@H](N(C1=O)C2)C(NC(=O)C2N=NCCC2)=N)[O-].[Na+] Sodium (2S,5R)-7-oxo-2-(N-(3,4,5,6-tetrahydropyridazine-3-carbonyl)carbamimidoyl)-1,6-diazabicyclo[3.2.1]octan-6-yl Sulfate